anthraquinone-1,5-disulfonic acid sodium [Na].C1(=CC=CC=2C(C=3C(=CC=CC3C(C12)=O)S(=O)(=O)O)=O)S(=O)(=O)O